3-methyl-5-(N-(4-benzylphenyl)-N-phenethylsulfamoyl)benzofuran-2-carboxylic acid CC1=C(OC2=C1C=C(C=C2)S(N(CCC2=CC=CC=C2)C2=CC=C(C=C2)CC2=CC=CC=C2)(=O)=O)C(=O)O